7-fluoro-2-[trans-2-fluorocyclopropyl]sulfonyl-5-(3-fluorophenyl)-6,7-dihydro-5H-pyrrolo[1,2-b][1,2,4]triazole FC1CC(N2N=C(N=C21)S(=O)(=O)[C@H]2[C@@H](C2)F)C2=CC(=CC=C2)F